6-(Benzylthio)-8-fluoroimidazo[1,2-a]pyridine-3-carboxylic acid chloride C(C1=CC=CC=C1)SC=1C=C(C=2N(C1)C(=CN2)C(=O)Cl)F